O1N=C(C=C1)CCC1=CC=C2C=C(NC2=C1)CNC(=O)C1(CC1)C N-((6-(2-(isoxazol-3-yl)ethyl)-1H-indol-2-yl)methyl)-1-methylcyclopropanecarboxamide